C[C@H]1CN(CC[C@H]1C1=CC=C2C=NN(C2=C1)C=1C=NN(C1)C)C1COC1 |o1:6| (R,R or S,S)-6-(3-methyl-1-(oxetan-3-yl)piperidin-4-yl)-1-(1-methyl-1H-pyrazol-4-yl)-1H-indazole